F[C@H]1CN(CC1)CCC=1C=CC(N(C1)[C@H](C(=O)N[C@@H](CC(=O)OC)C=1C=C(C=CC1)C1=C(C=CC=C1OCCCC=C)C)CC=C)=O Methyl (S)-3-((S)-2-(5-(2-((R)-3-fluoropyrrolidin-1-yl)ethyl)-2-oxopyridin-1(2H)-yl)pent-4-enamido)-3-(2'-methyl-6'-(pent-4-en-1-yloxy)-[1,1'-biphenyl]-3-yl)propanoate